7-(4,4-Bis(2-ethylhexyl)-4H-cyclopenta[2,1-b:3,4-b']dithiophen-2-yl)benzo[c][1,2,5]thiadiazole C(C)C(CC1(C2=C(SC=C2)C=2SC(=CC21)C2=CC=CC=1C2=NSN1)CC(CCCC)CC)CCCC